(2S)-1-[2-[(3-hydroxy-1-adamantyl)amino]acetyl]pyrrolidine-2-carbonitrile OC12CC3(CC(CC(C1)C3)C2)NCC(=O)N2[C@@H](CCC2)C#N